N-((7-(3-cyano-5-fluorophenoxy)-3-oxo-2,3-dihydro-1H-inden-4-yl)(difluoromethyl)(oxo)-λ6-sulfanylidene)cyanamide C(#N)C=1C=C(OC=2C=CC(=C3C(CCC23)=O)S(=NC#N)(=O)C(F)F)C=C(C1)F